C(C)(C)(C)C1=CC=C(C=C1)C(C=CC1=CC(=C(C=C1)O)[N+](=O)[O-])=O 1-(4-Tert-butylphenyl)-3-(4-hydroxy-3-nitrophenyl)prop-2-en-1-one